COC1=C(C(=CC=2C3=C(NN=C3CCC21)C2=CC=C(C=C2)OC)OC)OC 6,7,8-trimethoxy-1-(4-methoxyphenyl)-4,5-dihydro-2H-benzo[e]indazole